NCC=1C=C(C=CC1)C1=CC(=CC=2C=COC21)C(C)OC2=C(C=CC=C2)CC(=O)O (2-(1-(7-(3-(aminomethyl)phenyl)benzofuran-5-yl)ethoxy)phenyl)acetic acid